CNC(=O)C1COCC1 N-methyltetrahydrofuran-3-carboxamide